8-(1-(2,2-difluoroethyl)-1H-pyrazolo[3,4-b]pyrazin-6-yl)-1,1-dimethyl-2-(4-(trifluoromethyl)pyridin-2-yl)-2,8-diazaspiro[4.5]decan-3-one FC(CN1N=CC=2C1=NC(=CN2)N2CCC1(CC(N(C1(C)C)C1=NC=CC(=C1)C(F)(F)F)=O)CC2)F